NC=1N=NC(=CC1O[C@H]1CN(CCC1)C1=CC=C(C=C1)N1CCN(CC1)CCCCCCCCCN1N=NC(=C1)CNC1=C2C(N(C(C2=CC=C1)=O)C1C(NC(CC1)=O)=O)=O)C1=C(C=CC=C1)O 4-[[1-[9-[4-[4-[(3R)-3-[3-amino-6-(2-hydroxyphenyl)pyridazin-4-yl]oxy-1-piperidyl]phenyl]piperazin-1-yl]nonyl]triazol-4-yl]methylamino]-2-(2,6-dioxo-3-piperidyl)isoindoline-1,3-dione